C(CCCCCCCCCCCCCCCCC)(=O)NC1=NC(=NC(=N1)N)N stearoyl-melamine